C1(=CC=CC=C1)C1=CC(=CN1)S(=O)(=O)Cl 5-phenyl-1H-pyrrole-3-sulfonyl chloride